tert-Butyl-(3R)-3-[(1S)-1-tert-butoxycarbonyl-5-(cyclopropylamino)-5-oxo-pentyl]pyrrolidine C(C)(C)(C)N1C[C@H](CC1)[C@H](CCCC(=O)NC1CC1)C(=O)OC(C)(C)C